(S)-2'-chloro-6'-(5-fluoro-6-methoxy-1H-1,3-benzodiazol-2-yl)-4-[(3-methylbutyl)carbamoyl]-[1,1'-biphenyl]-2-carboxylic acid ClC1=C(C(=CC=C1)C1=NC2=C(N1)C=C(C(=C2)F)OC)C=2C(=CC(=CC2)C(NCCC(C)C)=O)C(=O)O